(2-(3,8-diazabicyclo[3.2.1]octan-8-yl)-6,7-dihydrothiazolo[5,4-c]pyridin-5(4H)-yl)(2-cyclopropylphenyl)methanone C12CNCC(CC1)N2C=2SC=1CN(CCC1N2)C(=O)C2=C(C=CC=C2)C2CC2